ClC=1C=C(CN2CC3(CC2)CCN(CC3)C(=O)N3N=C(C=C3)NS(=O)(=O)C)C=CC1 N-(1-(2-(3-Chlorobenzyl)-2,8-diazaspiro[4.5]decane-8-carbonyl)-1H-pyrazol-3-yl)methanesulfonamide